N-methyl-1-(4-(6-(2-(2-oxo-4-(2-(trifluoromethoxy)phenyl)piperazin-1-yl)acetamido)pyridazin-3-yl)butyl)-1H-1,2,3-triazole-4-carboxamide CNC(=O)C=1N=NN(C1)CCCCC=1N=NC(=CC1)NC(CN1C(CN(CC1)C1=C(C=CC=C1)OC(F)(F)F)=O)=O